N-cyclopropyl-6-(4-formyl-2,3-dihydroindol-1-yl)-8-(methylamino)imidazo[1,2-b]pyridazine-3-carboxamide C1(CC1)NC(=O)C1=CN=C2N1N=C(C=C2NC)N2CCC1=C(C=CC=C21)C=O